racemic-benzyl (1S,3S,6R)-7-oxabicyclo[4.1.0]heptane-3-ylcarbamate [C@@H]12C[C@H](CC[C@H]2O1)NC(OCC1=CC=CC=C1)=O |r|